N-(3-methyl-1-(3-(trifluoromethyl)phenyl)-1H-pyrazolo[3,4-b]pyridin-5-yl)acrylamide CC1=NN(C2=NC=C(C=C21)NC(C=C)=O)C2=CC(=CC=C2)C(F)(F)F